tert-butyl 6-[(2-bromo-6-nitro-anilino)methyl]-1,4-oxazepane-4-carboxylate BrC1=C(NCC2CN(CCOC2)C(=O)OC(C)(C)C)C(=CC=C1)[N+](=O)[O-]